4-(4-fluorophenyl)-1-(1-(methylsulfonyl)piperidin-4-yl)-1H-imidazole FC1=CC=C(C=C1)C=1N=CN(C1)C1CCN(CC1)S(=O)(=O)C